C(C)(C)(C)OC(=O)N[C@H]1CC(C[C@H](C1)C(=O)OC)(F)F Methyl cis-5-((tert-butoxycarbonyl)amino)-3,3-difluorocyclohexane-1-carboxylate